2-(4-(3-methoxyoxetan-3-yl)phenyl)-4,4,5,5-tetramethyl-1,3,2-dioxaborolane COC1(COC1)C1=CC=C(C=C1)B1OC(C(O1)(C)C)(C)C